NC1=C(C(=O)OC)C=C(C(=C1F)Br)I methyl 2-amino-4-bromo-3-fluoro-5-iodo-benzoate